1-{2,6-difluoro-4-[6-(3-methoxy-propoxy)-pyridin-2-yl]-phenyl}-piperidine FC1=C(C(=CC(=C1)C1=NC(=CC=C1)OCCCOC)F)N1CCCCC1